CNC1C[C@H]2CCC[C@@H](C1)N2C(=O)OC(C)(C)C tert-butyl (1R-3s,5S)-3-(methylamino)-9-azabicyclo[3.3.1]nonane-9-carboxylate